S(=O)(=O)(O)O.NC1=NNC=C1C(=O)N.NC1=NNC=C1C(=O)N 3-amino-4-pyrazolecarboxamide hemisulfate